2-chloro-4-[[5-(5-ethyl-1,3,4-oxadiazol-2-yl)-4-[[(1S)-2-hydroxy-1-phenyl-ethyl]amino]pyrimidin-2-yl]amino]-N,N-dimethyl-benzamide ClC1=C(C(=O)N(C)C)C=CC(=C1)NC1=NC=C(C(=N1)N[C@H](CO)C1=CC=CC=C1)C=1OC(=NN1)CC